6,6-dibutyloxyhexyllithium C(CCC)OC(CCCCC[Li])OCCCC